6-amino-N-{(1S,2S)-2-[(4-{1-[4-(1,3-dihydroxypropan-2-yl)piperazin-1-yl]-3,3-dimethyl-2,3-dihydro-1H-inden-5-yl}phenyl)methoxy]cyclopentyl}-2'-fluoro[3,3'-bipyridine]-5-carboxamide NC1=C(C=C(C=N1)C=1C(=NC=CC1)F)C(=O)N[C@@H]1[C@H](CCC1)OCC1=CC=C(C=C1)C=1C=C2C(CC(C2=CC1)N1CCN(CC1)C(CO)CO)(C)C